1-(3-(5-(5-((3R,5R)-3-amino-5-fluoropiperidine-1-carbonyl)-7-methoxy-1-methyl-1H-benzo[d]imidazol-2-yl)-2,3-dihydro-1H-pyrrolo[1,2,3-de]quinoxalin-1-yl)propyl)-3-cyclopropylurea N[C@H]1CN(C[C@@H](C1)F)C(=O)C1=CC2=C(N(C(=N2)C2=CC=3C=4N2CCN(C4C=CC3)CCCNC(=O)NC3CC3)C)C(=C1)OC